C(CCCCCCCCCCCCCCCCC)N[C@@H](CCCCN)C(=O)O octadecyl-lysine